ClC=1C=C(C=CC1Cl)N1C(=NN=C1S)CCCO 3-(4-(3,4-dichlorophenyl)-5-mercapto-4H-1,2,4-triazol-3-yl)propan-1-ol